9-[(2R,3S,4R,5R)-4-[(tert-butyldimethylsilyl)oxy]-5-{[(tert-butyldimethylsilyl)oxy]methyl}-3-fluorooxolan-2-yl]-2-fluoro-N-[(4-methoxyphenyl)diphenylmethyl]purin-6-amine [Si](C)(C)(C(C)(C)C)O[C@H]1[C@@H]([C@@H](O[C@@H]1CO[Si](C)(C)C(C)(C)C)N1C2=NC(=NC(=C2N=C1)NC(C1=CC=CC=C1)(C1=CC=CC=C1)C1=CC=C(C=C1)OC)F)F